2-(4-{[(3R)-1-(2,2,2-trifluoroethyl)piperidin-3-yl]amino}pyrido[3,4-d]pyridazin-1-yl)-5-(trifluoromethyl)phenol FC(CN1C[C@@H](CCC1)NC=1N=NC(=C2C1C=NC=C2)C2=C(C=C(C=C2)C(F)(F)F)O)(F)F